CN1C(N(C2=C1C(=CC=C2)CC2CC(C2)N2CCNCC2)C2C(NC(CC2)=O)=O)=O 3-[3-Methyl-2-oxo-4-[(3-piperazin-1-ylcyclobutyl)methyl]benzimidazol-1-yl]piperidine-2,6-dione